(R)-N,N-Dimethyl-2-(5-methyl-5,6,7,8-tetrahydro-1,6-naphthyridine-6-carbonyl)-1H-benzo[d]imidazole-7-sulfonamide CN(S(=O)(=O)C1=CC=CC2=C1NC(=N2)C(=O)N2[C@@H](C=1C=CC=NC1CC2)C)C